5-Fluoro-6-((((1S,2R,4S)-2-methoxy-4-((2-methoxybenzyl)amino)cyclohexyl)amino)methyl)-1,3-dimethyl-1,3-dihydro-2H-benzo[d]imidazol-2-one FC1=CC2=C(N(C(N2C)=O)C)C=C1CN[C@@H]1[C@@H](C[C@H](CC1)NCC1=C(C=CC=C1)OC)OC